2-methoxyethyl (2R,5R)-3-((6-hydroxypyridin-3-yl) sulfonyl)-2-(((tetrahydro-2H-pyran-2-yl)oxy)carbamoyl)-3,8-diazabicyclo[3.2.1]octane-8-carboxylate OC1=CC=C(C=N1)S(=O)(=O)N1[C@H](C2CC[C@H](C1)N2C(=O)OCCOC)C(NOC2OCCCC2)=O